7-allyl-2-[3-[(3-allyloxyphenyl)methoxy]-4-pyridinyl]-3-(3-fluoro-2-methoxy-anilino)-1,5,6,7-tetrahydropyrrolo[3,2-c]pyridin-4-one C(C=C)C1C2=C(C(NC1)=O)C(=C(N2)C2=C(C=NC=C2)OCC2=CC(=CC=C2)OCC=C)NC2=C(C(=CC=C2)F)OC